(bromomethyl)diethoxymethylsilane BrC[SiH2]C(OCC)OCC